5-{1-fluoro-3-hydroxy-7-[(2-hydroxy-3-methylbutyl)amino]-5,6,7,8-tetrahydronaphthalen-2-yl}-1λ6,2,5-thiadiazolidine-1,1,3-trione FC1=C(C(=CC=2CCC(CC12)NCC(C(C)C)O)O)N1CC(NS1(=O)=O)=O